1-(2-(1H-pyrazolo[3,4-b]pyridine-4-carbonyl)-2-azaspiro[3.3]heptan-6-yl)-1-methyl-3-(5-(trifluoromethyl)pyridin-3-yl)urea N1N=CC2=C1N=CC=C2C(=O)N2CC1(C2)CC(C1)N(C(=O)NC=1C=NC=C(C1)C(F)(F)F)C